OC[N+](CO)(CO)CO 1-hydroxy-N,N,N-tris(hydroxymethyl)-methanaminium